(Z)-3-(2-((8-((4-(trifluoromethyl)phenyl)sulfonamido)quinolin-2-yl)methylene)hydrazine-1-carbonyl)piperidine-1-carboxylate FC(C1=CC=C(C=C1)S(=O)(=O)NC=1C=CC=C2C=CC(=NC12)\C=N/NC(=O)C1CN(CCC1)C(=O)[O-])(F)F